methyl 69-methyl-2,5,8,11,14,17,20,23,26,29,32,35,38,41,44,47,50,53,56,59,62,65,68-tricosaoxaheptacontan-70-oate CC(OCCOCCOCCOCCOCCOCCOCCOCCOCCOCCOCCOCCOCCOCCOCCOCCOCCOCCOCCOCCOCCOCCOC)C(=O)OC